tert-butyl N-{5-[(2S)-2-[(tert-butoxycarbonyl)amino]propyl]-6-(pyridin-2-yl)thieno[3,2-c][1,2]thiazol-3-yl}-N-(thiophen-2-ylmethyl)carbamate C(C)(C)(C)OC(=O)N[C@H](CC1=C(C2=NSC(=C2S1)N(C(OC(C)(C)C)=O)CC=1SC=CC1)C1=NC=CC=C1)C